(10-cyclohexyl-6-hydroxy-[1,2,4]triazolo[5,1-a]isoquinoline-5-carbonyl)glycine C1(CCCCC1)C=1C=CC=C2C(=C(N3C(C12)=NC=N3)C(=O)NCC(=O)O)O